ClC1=CC=C(C(=N1)C(=O)NS(=O)(=O)C)N[C@H](C)C=1C=C(C=C2C(N(C(=NC12)[C@H]1CN(CCC1)C1=NC=CC=C1)C)=O)C |o1:27| 6-chloro-3-(((R)-1-(3,6-dimethyl-4-oxo-2-((R*)-1-(pyridin-2-yl)piperidin-3-yl)-3,4-dihydroquinazolin-8-yl)ethyl)amino)-N-(methylsulfonyl)picolinamide